FC1(CCN(CC1)C=1C2=C(N=C(N1)NC(C1=C(C=C(C=C1)NS(=O)(=O)CCO)N1CCC3(CC3)CC1)=O)CN(C2)C)F N-(4-(4,4-difluoropiperidin-1-yl)-6-methyl-6,7-dihydro-5H-pyrrolo[3,4-d]pyrimidine-2-yl)-4-(2-hydroxyethylsulfonylamino)-2-(6-azaspiro[2.5]octane-6-yl)benzamide